7-benzyl-3-isopropyl-N5-(piperidin-3-ylmethyl)pyrazolo[1,5-a]pyrimidine-5,7-diamine C(C1=CC=CC=C1)C1(C=C(N=C2N1NC=C2C(C)C)NCC2CNCCC2)N